O1COC2=C1C=CC(=C2)C(CCNCC2=CC=C(C=C2)NC(OC(C)(C)C)=O)C2=C(C=CC=C2)OC tert-butyl (4-(((3-(benzo[d][1,3]dioxol-5-yl)-3-(2-methoxyphenyl)propyl)amino)methyl) phenyl)carbamate